1-[2-(4-cyclopropyl-6-methoxy-pyrimidin-5-yl)-4-[[3-fluoro-4-[1-methyl-4-(trifluoromethyl)imidazol-2-yl]phenyl]methoxy]pyrimidin-5-yl]ethanol C1(CC1)C1=NC=NC(=C1C1=NC=C(C(=N1)OCC1=CC(=C(C=C1)C=1N(C=C(N1)C(F)(F)F)C)F)C(C)O)OC